Homomethionine N[C@@H](CCCSC)C(=O)O